CNC(O[C@@H]1CC[C@H](CC1)C(N(C[C@@H]1CC[C@H](CC1)C1=NC(=C(C=C1)OC)C)C1=CC(=CC=C1)C1=CN=C(S1)C(C)C)=O)=O trans-4-((3-(2-Isopropylthiazol-5-yl)phenyl)((trans-4-(5-methoxy-6-methylpyridin-2-yl)cyclohexyl)methyl) carbamoyl)cyclohexyl methylcarbamate